methylene-3-(3',5'-di-tert-butyl-4'-hydroxy phenyl)propionate C=C(C(=O)[O-])CC1=CC(=C(C(=C1)C(C)(C)C)O)C(C)(C)C